COC(=O)C=1N(C=C(C(C1OC)=O)C([C@@H](N)CC1=C(C=C(C=C1F)F)F)=O)CC(OC)OC 1-(2,2-Dimethoxyethyl)-1,4-dihydro-3-methoxy-4-oxo-5-(2,4,6-trifluorophenylalanyl)pyridine-2-carboxylic acid methyl ester